methyl (S)-4-(3-(5-(3-methoxy-3-oxo-2-(tritylamino)propyl)quinolin-8-yl)ureido)nicotinate COC([C@H](CC1=C2C=CC=NC2=C(C=C1)NC(NC1=CC=NC=C1C(=O)OC)=O)NC(C1=CC=CC=C1)(C1=CC=CC=C1)C1=CC=CC=C1)=O